4-propyl-1,5-dihydropyrroleone C(CC)C1=CC(NC1)=O